C(C)(C)(C)C1=C(OC=2C(=NC3=CC=CC=C3N2)NS(=O)(=O)C2=CC=CC=C2)C=CC=C1 N-[3-(2-tert-butylphenoxy)quinoxalin-2-yl]benzenesulfonamide